(S)-2-amino-N-((4'-(trifluoromethyl)-[1,1'-biphenyl]-4-yl)methyl)pentanamide hydrochloride Cl.N[C@H](C(=O)NCC1=CC=C(C=C1)C1=CC=C(C=C1)C(F)(F)F)CCC